ClC1=CC2=C(N(C(N=C2N2[C@H](CN(CC2)C(C=C)=O)C)=O)C2=NC=CN=C2C2CC2)N=C1C1=C(C=CC=C1)F 6-chloro-1-(3-cyclopropyl-2-pyrazinyl)-7-(2-fluorophenyl)-4-((2S)-2-methyl-4-(2-propenoyl)-1-piperazinyl)pyrido[2,3-d]pyrimidin-2(1H)-one